Br\C=1\C2=C(N(C(C\C1\C=NO)=O)CC1=CC(=C(C=C1)C)F)C=CC=C2 (E)-5-bromo-1-(3-fluoro-4-methylbenzyl)-2-oxo-2,3-dihydro-1H-benzo[b]azepine-4-carbaldehyde oxime